FCCCN1CC(C1)CC1=CC=C(C=C1)C1=CC(CCC2=C1C=CC(=C2)C(=O)O)C(C)C 9-(4-((1-(3-fluoropropyl)azetidin-3-yl)methyl)phenyl)-7-isopropyl-6,7-dihydro-5H-benzo[7]annulene-3-carboxylic acid